[N+](=O)([O-])C1=CC=2C3CN(CC(C2C=C1[N+](=O)[O-])C3)C(C(F)(F)F)=O 1-(4,5-Dinitro-10-aza-tricyclo[6.3.1.02,7]dodeca-2(7),3,5-trien-10-yl)-2,2,2-trifluoroethanone